5-[(R)-Hydroxy-(4-isopropyl-phenyl)-(3-methyl-azetidin-3-yl)-methyl]-nicotinonitrile, hydrochloride salt Cl.O[C@@](C=1C=NC=C(C#N)C1)(C1(CNC1)C)C1=CC=C(C=C1)C(C)C